FC1=CC2=C(C(=CO2)C=2N=C(C(=NC2)N)C)C=C1 5-(6-fluoro-1-benzofuran-3-yl)-3-methylpyrazin-2-amine